2-((tetrahydro-2H-pyran-2-yl)oxy)isoindole-1,3-dione O1C(CCCC1)ON1C(C2=CC=CC=C2C1=O)=O